OC1[C@H](O)[C@@H](O)[C@@H](O)[C@H](O1)CO D-galactopyranos